BrCCCCSC1=C(N=NC(=C1C)C1=CC=C(C=C1)Br)C 4-((4-bromobutyl)thio)-6-(4-bromophenyl)-3,5-dimethylpyridazine